4-(2-(4-chlorophenyl)-2-methylbenzo[d][1,3]dioxol-4-yl)piperidine tert-Butyl-(3-(1H-imidazole-1-carboxamido)propyl)carbamate C(C)(C)(C)N(C(O)=O)CCCNC(=O)N1C=NC=C1.ClC1=CC=C(C=C1)C1(OC2=C(O1)C=CC=C2C2CCNCC2)C